4-(1-cyclobutyl-4-(4-fluorophenyl)-1H-imidazol-5-yl)-1H-pyrrolo[2,3-b]Pyridine C1(CCC1)N1C=NC(=C1C1=C2C(=NC=C1)NC=C2)C2=CC=C(C=C2)F